1-octyl-1,3-dimethyl-pyrrolium chloride [Cl-].C(CCCCCCC)[N+]1(C=C(C=C1)C)C